NC=1C=CC(=NC1)N1N=C(C(=C1)C1=CN=C(N1C)C(=O)NC1=CC(=C(C=C1)C(=O)N1CCN(CC1)C(=O)C1CCN(CC1)C)Cl)C#N 5-[1-(5-amino-2-pyridyl)-3-cyano-pyrazol-4-yl]-N-[3-chloro-4-[4-(1-methylpiperidine-4-carbonyl)piperazine-1-carbonyl]phenyl]-1-methyl-imidazole-2-carboxamide